5-(4-morpholinyl-6-(piperazin-1-yl)-1,3,5-triazin-2-yl)-4-(trifluoromethyl)pyridin-2-amine N1(CCOCC1)C1=NC(=NC(=N1)N1CCNCC1)C=1C(=CC(=NC1)N)C(F)(F)F